C(C1=CC=CC=C1)C1CN=C(N1)SCC1=CSC2=NC3=CC=C(C=C3CN21)Cl 3-(((5-benzyl-4,5-dihydro-1H-imidazol-2-yl)thio)methyl)-7-chloro-5H-thiazolo[2,3-b]quinazoline